BrC1=CC(=C(C(=O)N2CCN(CC2)C(=O)OC(C)(C)C)C=C1Cl)Cl tert-butyl 4-(4-bromo-2,5-dichlorobenzoyl)piperazine-1-carboxylate